(trans)-Ethyl 4-(2-chloro-4-fluorophenyl)-6-(1-((3-methyl-3-((2-(trimethylsilyl)ethoxy)carbonyl)cyclobutyl)sulfonyl)piperidin-4-yl)-2-(thiazol-2-yl)-1,4-dihydropyrimidine-5-carboxylate ClC1=C(C=CC(=C1)F)C1N=C(NC(=C1C(=O)OCC)C1CCN(CC1)S(=O)(=O)C1CC(C1)(C(=O)OCC[Si](C)(C)C)C)C=1SC=CN1